[PH4+].C1(=CC=CC=C1)P(C1=CC=CC=C1)C1=CC=CC=C1 triphenylphosphine phosphonium salt